[Na+].CC1([C@@H](N(C([C@H](CS1)NC(=O)C=1C(=NOC1C)C1=C(C=CC=C1)Cl)=O)C1CCCCCC1)C(=O)[O-])C (2s,5r,6r)-3,3-dimethyl-6-[5-methyl-3-(2-chlorophenyl)-4-isoxazolecarboxamido]-7-oxo-4-thia-1-azabicycloheptane-2-carboxylic acid sodium salt